6-(3,4-Dichlorophenyl)-N-[(1R,2R)-2-hydroxycyclohexyl]-5-(2,2,2-trifluoroethoxy)pyridin-2-carboxamid ClC=1C=C(C=CC1Cl)C1=C(C=CC(=N1)C(=O)N[C@H]1[C@@H](CCCC1)O)OCC(F)(F)F